3-(2,8,9-trioxa-5-aza-1-silabicyclo[3.3.3]undecan-1-yl)propylmethyl carbonate C(OCCCC[Si]12OCCN(CCO1)CCO2)([O-])=O